ethyl rac-(4S,5R)-3-(5-fluoropyridin-2-yl)-4,5-dimethyl-5-(trifluoromethyl)-4,5-dihydrofuran-2-carboxylate FC=1C=CC(=NC1)C1=C(O[C@]([C@H]1C)(C(F)(F)F)C)C(=O)OCC |r|